C(C)(C)(C)OC(=O)N1CC(C1)(F)COC(=O)N1CCC(CC1)NC1=CC(=NC=2N1N=CC2C(C)C)C2CC2 4-((5-cyclopropyl-3-isopropylpyrazolo[1,5-a]pyrimidin-7-yl)amino)piperidine-1-carboxylic acid (1-(tert-butoxycarbonyl)-3-fluoroazetidin-3-yl)methyl ester